(3-nitropyridin-4-yl)-2-carbonyl-propionic acid ethyl ester C(C)OC(C(CC1=C(C=NC=C1)[N+](=O)[O-])=C=O)=O